ClC=1C=C(C[C@H]2COC3=C(C=C(C=C3C2=O)CN2C(N(C=C2)C)=N)C2=CC=C(C=C2)F)C=CC1Cl (S)-3-(3,4-dichlorobenzyl)-8-(4-fluorophenyl)-6-((2-imino-3-methyl-2,3-dihydro-1H-imidazol-1-yl)methyl)chroman-4-one